2-(6-fluoro-1,3,3-trimethyl-2-oxoindolin-4-yl)-2-(3-((5-(5,6,7,8-tetrahydro-1,8-naphthyridin-2-yl)pentyl)oxy)azetidin-1-yl)acetic acid FC1=CC(=C2C(C(N(C2=C1)C)=O)(C)C)C(C(=O)O)N1CC(C1)OCCCCCC1=NC=2NCCCC2C=C1